1-(5-((2-chlorobenzyl)thio)-1,3,4-thiadiazol-2-yl)-3-hydroxy-pyrrole ClC1=C(CSC2=NN=C(S2)N2C=C(C=C2)O)C=CC=C1